BrC1=C2C(=NC=C1)N(C=C2C(=O)OC)CCF methyl 4-bromo-1-(2-fluoroethyl)pyrrolo[2,3-b]pyridine-3-carboxylate